1-(4-(4-((3,4-dichloro-2-fluorophenyl)amino)quinazolin-6-yl)piperazin-1-yl)prop-2-en-1-one ClC=1C(=C(C=CC1Cl)NC1=NC=NC2=CC=C(C=C12)N1CCN(CC1)C(C=C)=O)F